ClC1=NC(=CC(=C1)C#N)Cl 2,6-dichloropyridine-4-carbonitrile